tert-butyl 1-oxo-7-azaspiro[3.5]nonane-7-carboxylate O=C1CCC12CCN(CC2)C(=O)OC(C)(C)C